C(#N)C1=C(N=C(S1)N(C1=CN(C(C2=CC=CC=C12)=O)C)C)C1=CC=C(C=C1)F 4-((5-cyano-4-(4-fluorophenyl)thiazol-2-yl)(methyl)amino)-2-methyl-1-oxo-1,2-dihydroisoquinolin